7-((4-tertiary butyl)benzyloxy)-3-(4-methoxyphenyl)-4H-benzopyran C(C)(C)(C)C1=CC=C(COC2=CC3=C(CC(=CO3)C3=CC=C(C=C3)OC)C=C2)C=C1